FC=1C(=NC(=CC1)C)OC1CCC2(CN(C2)C(=O)C2CC(C2)(C)O)CC1 (7-((3-fluoro-6-methylpyridin-2-yl)oxy)-2-azaspiro[3.5]non-2-yl)((1s,3s)-3-hydroxy-3-methylcyclobutyl)methanone